5-chloro-2-fluoro-N-[4-(3-methyl-4-[[2-(methylamino)ethyl]amino]-1H-pyrazolo[3,4-d]pyrimidin-6-yl)phenyl]benzenesulfonamide ClC=1C=CC(=C(C1)S(=O)(=O)NC1=CC=C(C=C1)C1=NC(=C2C(=N1)NN=C2C)NCCNC)F